(R)-2-((R)-6-fluoroisochroman-1-yl)azetidine FC=1C=C2CCO[C@H](C2=CC1)[C@@H]1NCC1